PYRAZOLYLPYRIMIDINE C1=CN=C(N=C1)C2=CC=NN2